mono-n-butylether C(CCC)OCCCC